N1=CC(=CC=C1)NC1=NC=NC=C1C1=NC(=NO1)C1=CC=CC=C1 4-(3-Pyridinylamino)-5-(3-phenyl-1,2,4-oxadiazol-5-yl)pyrimidine